BrCC(C(F)F)=O 3-bromo-1,1-difluoro-propan-2-one